CNC(C=CSC1C(CCC(C1)C)=C(C)C)=O N-methyl-3-((5-methyl-2-(propan-2-ylidene)cyclohexyl)thio)propenamide